FC(C1=NN(C=C1S(=O)(=O)C(C1CCN(CC1)C(=O)NC1=CC(=NC=C1)F)(F)F)C)F 4-(((3-(difluoro-methyl)-1-methyl-1H-pyrazol-4-yl)sulfonyl)difluoro-methyl)-N-(2-fluoro-pyridin-4-yl)piperidine-1-carboxamide